2-fluoro-3-[[7-[(3-fluoro-2-pyridinyl)oxy]-4-methyl-2-oxo-chromen-3-yl]methyl]benzoic acid FC1=C(C(=O)O)C=CC=C1CC=1C(OC2=CC(=CC=C2C1C)OC1=NC=CC=C1F)=O